C(=O)C1=CC=C(C=C1)C=1C=NC(=NC1)C1=NOC(=C1)C(=O)OC(C)(C)C tert-butyl 3-[5-(4-formylphenyl)pyrimidin-2-yl]isoxazole-5-carboxylate